F[P-](F)(F)(F)(F)F.CN(C)C(=[N+]1N=[N+](C2=NC=CC=C21)[O-])N(C)C 1-[bis(dimethylamino)methylene]-1H-1,2,3-triazolo-[4,5-b]-pyridinium 3-oxide hexafluorophosphate